N1C(=NC2=C1C=CC=C2)CNC2=NN(C1=NC(=CN=C12)C1CC1)[C@H]1C[C@@H](OCC1)C trans-N-[(1H-benzimidazol-2-yl)methyl]-6-cyclopropyl-1-(2-methyloxan-4-yl)-1H-pyrazolo[3,4-b]pyrazin-3-amine